CN(C1CCC(CC1)OC1=CC=CC=C1)C1CCC(CC1)OC1=CC=CC=C1 N-methyl-4-phenoxy-N-(4-phenoxycyclohexyl)cyclohexan-1-amine